ClC1=CC=C(C=C1)C1(CC(C1)C)C(=O)O Z-1-(4-Chlorophenyl)-3-methyl-cyclobutanecarboxylic acid